COC=1C=C2CC(C(C2=CC1OC)=O)F 5,6-dimethoxy-2-fluoro-1-indanon